C(C)(C)(C)[C@H]1CC[C@H](CC1)NC(C1=CC(=CC(=C1)NC(=O)[C@@H]1CC[C@@H](CC1)C(C)(C)C)NC(=O)[C@@H]1CC[C@@H](CC1)C(C)(C)C)=O N-(cis-4-tert-butylcyclohexyl)-3,5-bis-[cis-4-tert-butylcyclohexylcarbonyl-amino]-benzamide